O=C1N(C(CC1)=O)CCCCN1C(N(C2=C1C=CC=C2)C2=C(C=CC=C2)F)C=O 1-(4-(2,5-dioxopyrrolidin-1-yl)butyl)-3-(2-fluorophenyl)-2,3-dihydro-1H-benzo[d]imidazole-2-carbaldehyde